1-{(1S)-1-[Bis(4-methoxybenzyl)amino]ethyl}cyclopropanol COC1=CC=C(CN([C@@H](C)C2(CC2)O)CC2=CC=C(C=C2)OC)C=C1